3-(2-(trifluoromethyl)-4,5,6,7-tetrahydro-1H-benzo[d]imidazol-1-yl)cyclobutan-1-ol FC(C1=NC2=C(N1C1CC(C1)O)CCCC2)(F)F